N-(5-fluoropyrimidin-4-yl)-2-[1-oxo-4-propan-2-yl-6-(trifluoromethyl)phthalazin-2-yl]acetamide FC=1C(=NC=NC1)NC(CN1C(C2=CC=C(C=C2C(=N1)C(C)C)C(F)(F)F)=O)=O